C(C)(C)(C)OC(=O)N1N=CC2=CC(=CC=C12)C[C@H](CC(N1CCC(CC1)N1C(NC2=CC=CC=C2C1)=O)=O)C(=O)N1CCC(CC1)N1CCCCC1 |r| (±)-5-{2-([1,4']Bipiperidinyl-1'-carbonyl)-4-oxo-4-[4-(2-oxo-1,4-dihydro-2H-quinazolin-3-yl)-piperidin-1-yl]-butyl}-indazole-1-carboxylic acid tert-butyl ester